N,N-dimethyl-2-ethylpiperidinium bromide [Br-].C[N+]1(C(CCCC1)CC)C